(4-chloro-3-fluorophenoxy)-N-(3-{2-[(6-methoxy-2-methylpyridin-3-yl)oxy]acetamido}bicyclo[1.1.1]pentan-1-yl)acetamide ClC1=C(C=C(OCC(=O)NC23CC(C2)(C3)NC(COC=3C(=NC(=CC3)OC)C)=O)C=C1)F